N-(ε-maleimidocaproyloxy)sulfosuccinimide C1C(C(=O)N(C1=O)OC(=O)CCCCCN2C(=O)C=CC2=O)S(=O)(=O)O